C(CCC)[C@H]1N(S(C2=C(N(C1)C(=O)C1CCCCC1)C=C(C(=C2)O\C=C(\C(=O)OCC)/F)SC)(=O)=O)C ethyl (R,Z)-3-((3-butyl-5-(cyclohexanecarbonyl)-2-methyl-7-(methylthio)-1,1-dioxido-2,3,4,5-tetrahydrobenzo[f][1,2,5]thiadiazepin-8-yl)oxy)-2-fluoroacrylate